2,2,4,4,6,6,8,8-octakis(2,2,2-trifluoroethoxy)-1,3,5,7-tetraza-2λ5,4λ5,6λ5,8λ5-tetraphosphacycloocta-1,3,5,7-tetraene FC(COP1(=NP(=NP(=NP(=N1)(OCC(F)(F)F)OCC(F)(F)F)(OCC(F)(F)F)OCC(F)(F)F)(OCC(F)(F)F)OCC(F)(F)F)OCC(F)(F)F)(F)F